N,N-di(3-aminopropyl)ethylenediamine NCCCN(CCN)CCCN